C(C)(C)(C)OC(=O)N1OC(C[C@H]1C1=CC(=C(C(=C1)F)C)C#N)O.C(=O)C1CCC(CC1)N1N=C2C=CC(=CC2=C1)NC(=O)C1=NC(=CC=C1)C(F)(F)F N-[2-(4-formylcyclohexyl)indazol-5-yl]-6-(trifluoromethyl)pyridine-2-carboxamide tert-Butyl-(3S)-3-(3-cyano-5-fluoro-4-methyl-phenyl)-5-hydroxy-isoxazolidine-2-carboxylate